(Z)-2-(3-(tert-butyl)-2-hydroxyphenyl)-3-((tert-butylamino)methylene)chroman-4-one C(C)(C)(C)C=1C(=C(C=CC1)C/1OC2=CC=CC=C2C(\C1=C/NC(C)(C)C)=O)O